N-(1-hydroxy-3-(m-tolyl)propan-2-yl)-4-(trifluoromethoxy)benzenesulfonamide OCC(CC=1C=C(C=CC1)C)NS(=O)(=O)C1=CC=C(C=C1)OC(F)(F)F